4-(4-fluorobenzyl)-1H-pyrazole-1-carboxylic acid tert-butyl ester C(C)(C)(C)OC(=O)N1N=CC(=C1)CC1=CC=C(C=C1)F